tert-butyl (2S,4S)-4-hydroxy-2-(7-hydroxy-4-(methoxycarbonyl)naphthalen-1-yl)piperidine-1-carboxylate O[C@@H]1C[C@H](N(CC1)C(=O)OC(C)(C)C)C1=CC=C(C2=CC=C(C=C12)O)C(=O)OC